7-chloro-8-(difluoromethyl)-6-(2,6-difluorophenyl)-4H-[1,2,4]triazolo[4,3-a][1,4]benzodiazepine ClC1=C(C=CC2=C1C(=NCC=1N2C=NN1)C1=C(C=CC=C1F)F)C(F)F